CN(C(OC(C)(C)C)=O)CC(C1=NC=CC=C1)=O tert-Butyl methyl(2-oxo-2-(pyridin-2-yl)ethyl)carbamate